γ-glycidoxypropyl-dimethylphenoxysilane C(C1CO1)OCCC[Si](OC1=CC=CC=C1)(C)C